C1(CCC(CCCCCCCC)O1)=O δ-Dodecanolactone